CCCCC/C=C\C/C=C\CCCCCCCC(=O)OCC(OC(=O)CCCCCCC/C=C\C/C=C\CCCCC)COC(=O)CCCCCCC/C=C\C/C=C\CCCCC glyceryl trilinoleate